NC1=C(C(=NC(=N1)N1C[C@@H](O[C@@H](C1)C)C=1C=NN(C1)C1CC1)C12CC(C1)(C2)C(=O)O)[N+](=O)[O-] 3-[6-amino-2-[(2S,6R)-2-(1-cyclopropylpyrazol-4-yl)-6-methyl-morpholin-4-yl]-5-nitro-pyrimidin-4-yl]bicyclo[1.1.1]pentane-1-carboxylic acid